FC([C@H]1N(SOC1)C(=O)OCC1=CC=CC=C1)(F)F (4S)-benzyl 4-(trifluoromethyl)-1,2,3-oxathiazolidine-3-carboxylate